C(C)C1=C(C(=CC(=C1CC)OC)C)O 2,3-diethyl-6-methyl-4-methoxyphenol